CN1N=NC(=C1NC(O[C@H](C)C=1C(=NC=C(C1)F)F)=O)C1=NC=C(C=C1)NC(=O)C1=CC(=NO1)C (R)-1-(2,5-difluoropyridin-3-yl)ethyl (1-methyl-4-(5-(3-methylisoxazole-5-carboxamido)pyridin-2-yl)-1H-1,2,3-triazol-5-yl)carbamate